FC1=CC=C(C=C1)[C@@H]1N(CCC2=CC=CC=C12)C(=O)[C@H]1C[C@H]2[C@H](NC(O2)=O)CO1 (3ar,6r,7as)-6-((S)-1-(4-fluorophenyl)-1,2,3,4-tetrahydroisoquinoline-2-carbonyl)tetrahydro-4H-pyrano[3,4-d]Oxazol-2(3H)-one